C123CCCC4(CCCC35C1C52)CN(C4)C(=O)[O-] spiro[azetidine-3,5'-tetracyclo[7.2.0.01,10.09,11]undecane]-1-carboxylate